5-(3-aminoprop-1-yn-1-yl)-N-(3-aminopropyl)benzofuran-2-carboxamide NCC#CC=1C=CC2=C(C=C(O2)C(=O)NCCCN)C1